3-[(3-fluoro-2-methoxyphenyl)amino]-2-(6-methyl-1,5-naphthyridin-4-yl)-1H,5H,6H,7H-pyrrolo[3,2-c]pyridin-4-one FC=1C(=C(C=CC1)NC1=C(NC2=C1C(NCC2)=O)C2=CC=NC1=CC=C(N=C21)C)OC